C1(=CC=CC2=C(C=CC=C12)CN=C=O)CN=C=O naphthalene-1,5-diylbis(methylene) diisocyanate